1,3,5-tri(m-pyridin-3-yl-phenyl)benzene N1=CC(=CC=C1)C=1C=C(C=CC1)C1=CC(=CC(=C1)C1=CC(=CC=C1)C=1C=NC=CC1)C1=CC(=CC=C1)C=1C=NC=CC1